(R)-N-(2-(4-cyanothiazolidin-3-yl)-2-oxoethyl)-6-(2-oxopyrrolidin-1-yl)Quinoline-4-carboxamide C(#N)[C@H]1N(CSC1)C(CNC(=O)C1=CC=NC2=CC=C(C=C12)N1C(CCC1)=O)=O